C(C=C)(=O)OCCCCCCCC[Si](OCC)(OCC)OCC acryloxyoctyl-triethoxysilane